7-bromo-3-(2-chloro-6-fluorophenyl)-6-fluoro-1-(1,1,1-trifluoropropan-2-yl)cinnolin-4(1H)-one BrC1=C(C=C2C(C(=NN(C2=C1)C(C(F)(F)F)C)C1=C(C=CC=C1F)Cl)=O)F